5-(3-((ethyl-d5)carbamoyl)-1H-indazol-6-yl)-2-(methoxy-d3)nicotinic acid C(C([2H])([2H])[2H])([2H])([2H])NC(=O)C1=NNC2=CC(=CC=C12)C=1C=NC(=C(C(=O)O)C1)OC([2H])([2H])[2H]